7-(hydroxymethyl)-3,5-dihydro-4H-pyrrolo[2,3-c]quinolin-4-one OCC=1C=CC=2C3=C(C(NC2C1)=O)NC=C3